CC(=O)N[C@@H]1[C@H]([C@@H]([C@H](O[C@H]1O)CO)O[C@H]2[C@@H]([C@H]([C@@H]([C@H](O2)CO)O[C@H]3[C@H]([C@H]([C@@H]([C@H](O3)CO[C@@H]4[C@H]([C@H]([C@@H]([C@H](O4)CO)O)O)O)O)O[C@@H]5[C@H]([C@H]([C@@H]([C@H](O5)CO)O)O)O)O)O)NC(=O)C)O The molecule is alpha-D-Manp-(1->3)-[alpha-D-Manp-(1->6)]-beta-D-Manp-(1->4)-beta-D-GlcpNAc-(1->4)-D-GlcpNAc in which the anomeric configuration of the reducing-end GlcNAc residue is beta. It has a role as an epitope.